Cl.CC1=NOC(=N1)C1CC2(C1)CNCC2 2-(3-methyl-1,2,4-oxadiazol-5-yl)-6-azaspiro[3.4]octane hydrochloride salt